ClC1=NC(=CC(=N1)N1[C@@H](COCC1)C)C1CC1 (3R)-4-(2-chloro-6-cyclopropylpyrimidin-4-yl)-3-methylmorpholine